C(C)(C)(C)[C@@H]1CC=2C=C3C(=NC2CC1)SC(=N3)C(=O)N[C@H](CCN3CCC(CC3)O)C=3C=NC(=CC3)C3=CNC(C=C3)=O |r| rac-(7S)-7-tert-butyl-N-[rac-(1R)-3-(4-hydroxy-1-piperidyl)-1-[6-(6-oxo-1H-pyridin-3-yl)-3-pyridyl]propyl]-5,6,7,8-tetrahydrothiazolo[5,4-b]quinoline-2-carboxamide